[Si](C)(C)(C(C)(C)C)OCCOCCN 2-(2-((tert-butyldimethylsilyl)oxy)ethoxy)ethan-1-amine